BrC1=CN2C[C@H](CC3=CC=CC1=C23)N(C)C (S)-1-bromo-N,N-dimethyl-5,6-dihydro-4H-pyrrolo[3,2,1-ij]quinolin-5-amine